(S)-2-((((9H-fluoren-9-yl)methoxy)carbonyl)(methyl)amino)-3-(2,3-dihydrobenzo[b][1,4]dioxin-6-yl)propanoic acid C1=CC=CC=2C3=CC=CC=C3C(C12)COC(=O)N([C@H](C(=O)O)CC1=CC2=C(OCCO2)C=C1)C